(S)-N-(3-fluoro-4-nitrophenylethyl)-2-hydroxypropanamide FC=1C=C(C=CC1[N+](=O)[O-])CCNC([C@H](C)O)=O